BrC1=CC=CC(=N1)NC(=O)[C@H]1N([C@@H]2C[C@@H]2C1)C(CN1C=C(C2=C1N=CN=C2)NC(OC(C)(C)C)=O)=O tert-butyl (7-(2-((1R,3S,5R)-3-((6-bromopyridin-2-yl)carbamoyl)-2-azabicyclo[3.1.0]hexan-2-yl)-2-oxoethyl)-7H-pyrrolo[2,3-d]pyrimidin-5-yl)carbamate